C(C)(=O)O[C@@]1([C@H](O[C@H]([C@@H]1OC(C)=O)N1C2=NC(=NC(=C2N=C1)N)Cl)CO[Si](C1=CC=CC=C1)(C1=CC=CC=C1)C(C)(C)C)C#C (2R,3R,4R,5R)-5-(6-amino-2-chloro-9H-purin-9-yl)-2-(((tert-butyldiphenylsilyl)oxy)methyl)-3-ethynyltetrahydrofuran-3,4-diyl diacetate